(2-trimethylsilylethoxymethyl)imidazole-4-carbaldehyde C[Si](CCOCC=1NC=C(N1)C=O)(C)C